N-prop-2-ynyl-1H-triazole C(C#C)N1N=NC=C1